N-[(6-Amino-2-pyridyl)sulfonyl]-6-(2-methoxypyrimidin-5-yl)-2-(2,4,6-trimethylphenoxy)pyridin-3-carboxamid NC1=CC=CC(=N1)S(=O)(=O)NC(=O)C=1C(=NC(=CC1)C=1C=NC(=NC1)OC)OC1=C(C=C(C=C1C)C)C